(2S,4R)-2-(3-ethoxy-3-oxopropanoyl)-4-fluoropyrrolidine-1-carboxylic acid tert-butyl ester C(C)(C)(C)OC(=O)N1[C@@H](C[C@H](C1)F)C(CC(=O)OCC)=O